2,4,4'-trihydroxydihydrochalcone O=C(CCC1C=CC(O)=CC=1O)C1C=CC(O)=CC=1